COC(COC=1C(NC(N([C@H]2[C@H](OC)[C@H](O)[C@@H](CO)O2)C1)=O)=O)=O 2'-O-methyluridine-5-oxyacetic acid methyl ester